(S)-2',3',4',4a',5',6'-Hexahydro-1'H-spiro[cyclobutan-1,7'-naphtho[1,8-cd]azepin] C1NCC[C@H]2C=3C1=CC=CC3C3(CC2)CCC3